methyl-7-chloro-2,4-dimethyl-2-((1r,4s)-4-(oxetan-3-ylamino)cyclohexyl)benzo[d][1,3]dioxole-5-carboxylic acid methyl ester COC(=O)C1=C(C2=C(OC(O2)(C2CCC(CC2)NC2COC2)C)C(=C1C)Cl)C